(S)-7-(2-(1H-pyrazol-4-yl)morpholino)-5-(4-chloro-2-fluorophenyl)-2,3-dimethylpyrido[4,3-d]pyrimidin-4(3H)-one N1N=CC(=C1)[C@@H]1OCCN(C1)C1=CC=2N=C(N(C(C2C(=N1)C1=C(C=C(C=C1)Cl)F)=O)C)C